2-({[4-(Dimethylamino)butanoyl]oxy}methyl)-3-[(3-pentyloctanoyl)oxy]-2-{[(3-pentyloctanoyl)oxy]methyl}propyl methyl octylpropanedioate C(CCCCCCC)C(C(=O)OCC(COC(CC(CCCCC)CCCCC)=O)(COC(CC(CCCCC)CCCCC)=O)COC(CCCN(C)C)=O)C(=O)OC